CC1=NN=C(O1)C1=NN2C(=NC=3C=CC=CC3C2=N1)NC=1C(N=CC=CC1)=O (3R)-3-{[2-(5-methyl-1,3,4-oxadiazol-2-yl)[1,2,4]triazolo[1,5-c]quinazolin-5-yl]amino}azepin-2-one